C(CCCCCCCCC)N(C(OCOC1=NC2=CC(=CC=C2C=C1)OCCCCN1CCN(CC1)C1=CC=CC=2SC=CC21)=O)CCCCCCCCCC (7-(4-(4-(benzo[b]thiophen-4-yl)piperazin-1-yl)butoxy)quinolin-2-yloxy)methyl didecylcarbamate